tert-butyl N-tert-butoxycarbonyl-N-(9-hydroxynonyl)carbamate C(C)(C)(C)OC(=O)N(C(OC(C)(C)C)=O)CCCCCCCCCO